N'-(4-{3-[(difluoromethyl)sulfanyl]-phenoxy}-2,5-dimethylphenyl)-N-ethyl-N-methylimidoformamide FC(F)SC=1C=C(OC2=CC(=C(C=C2C)N=CN(C)CC)C)C=CC1